NC=1C(=NC=2CCCCC2C1)C(=O)N 3-Amino-5,6,7,8-tetrahydroquinoline-2-carboxamide